{4-[3,6-Di(thiophen-3-yl)-9H-carbazol-9-yl]butyl}phosphonic acid S1C=C(C=C1)C=1C=CC=2N(C3=CC=C(C=C3C2C1)C1=CSC=C1)CCCCP(O)(O)=O